methyl 4-(azepan-1-yl)-6-iodopyridazine-3-carboxylate N1(CCCCCC1)C1=C(N=NC(=C1)I)C(=O)OC